tert-butyl ((3S)-1-(5-carbamoyl-4-((3-(S-methylsulfonimidoyl)phenyl)amino)pyrimidin-2-yl)piperidin-3-yl)carbamate C(N)(=O)C=1C(=NC(=NC1)N1C[C@H](CCC1)NC(OC(C)(C)C)=O)NC1=CC(=CC=C1)S(=O)(=N)C